(3S)-5-(3,3-difluoropiperidin-1-yl)-3-{[2-(pyridin-3-yl)-1-[2-(trifluoromethyl)phenyl]-1H-imidazol-4-yl]formamido}pentanoic acid FC1(CN(CCC1)CC[C@@H](CC(=O)O)NC(=O)C=1N=C(N(C1)C1=C(C=CC=C1)C(F)(F)F)C=1C=NC=CC1)F